1-(5-fluoro-2-methoxybenzyl)-3-(4-methoxy-3-(pentyloxy)phenyl)urea FC=1C=CC(=C(CNC(=O)NC2=CC(=C(C=C2)OC)OCCCCC)C1)OC